N-((4-chloro-5-ethynylpyridin-2-yl)methyl)cyclopropylamine ClC1=CC(=NC=C1C#C)CNC1CC1